C1=C(C(=O)NC(=C1C2=C(NC(=O)C(=C2)O)O)O)O The molecule is a bipyridine that is 3,3'-bipyridine bearing six hydroxy groups at positions 2, 2', 5, 5', 6 and 6'. It derives from a 2,3,6-trihydroxypyridine.